4-chloro-5-methyl-5,8-dihydro-pteridin-7(6H)-one ClC1=NC=NC=2NC(CN(C12)C)=O